2-Boc-6-(benzofuran-3-yl)-3,4-dihydroisoquinoline C(=O)(OC(C)(C)C)N1CC2=CC=C(C=C2CC1)C1=COC2=C1C=CC=C2